CC1C(CC(CC1C)C(=C)C)=O 2,3-dimethyl-5-isopropenyl-cyclohexanone